ClC1=NC=CC=C1C(C)[C@@H]1C(OC=CN1)=O (R)-1-(2-chloropyridin-3-yl)ethyl-(1,4)oxazin-2(3H)-one